N1C=NC=C1CN(C(SCC)=O)N1C(C2=CC=CC=C2C1=O)=O S-ethyl ((1H-imidazol-5-yl)methyl)(1,3-dioxoisoindolin-2-yl)carbamothioate